4-methyl-N-[4-[(7-morpholino-[1,2,4]triazolo[1,5-c]pyrimidin-5-yl)oxy]cyclohexyl]pyrimidin-2-amine CC1=NC(=NC=C1)NC1CCC(CC1)OC1=NC(=CC=2N1N=CN2)N2CCOCC2